ClC=1C=C(CC2(C(N(C(=C(C2)C(=O)N(C)C)C)C2=CC(=CC=C2)C(F)(F)F)=O)C(=O)N)C=CC1Cl 3-(3,4-dichlorobenzyl)-N5,N5,6-trimethyl-2-oxo-1-[3-(trifluoromethyl)phenyl]-1,2-dihydropyridine-3,5-dicarboxamide